cyclopropane fluorine [F].C1CC1